C(CCC)N1[C@@H](CCCC1)C(=O)NC1=C(C=CC=C1C)C (S)-1-butyl-N-(2,6-dimethylphenyl)-2-piperidinecarboxamide